CC1(CN(C=2C1=NC=CC2)C(=O)N2CCCCC2)C 1-(3,3-dimethyl-2,3-dihydro-1H-pyrrolo[3,2-b]pyridine-1-carbonyl)piperidin